C1=CCCCCCCCCC1 Cycloundecanene